NC1CCC(CC1)NC1=NC(=NC=C1C(F)(F)F)NC1=CC=C2CCN(CC2=C1)C(CC(C)(C)O)=O 1-(7-((4-(((1S,4S)-4-aminocyclohexyl)amino)-5-(trifluoromethyl)pyrimidin-2-yl)amino)-3,4-dihydroisoquinolin-2(1H)-yl)-3-hydroxy-3-methylbutan-1-one